4,5-bis(4'-fluorophenyl)imidazole chloride [Cl-].FC1=CC=C(C=C1)C=1N=CNC1C1=CC=C(C=C1)F